Hydroxyethyltrimethyl-ammonium OCC[N+](C)(C)C